(R)-1-((8-(2-chloro-3-(4,4,5,5-tetramethyl-1,3,2-dioxaborolan-2-yl)phenylamino)-1,7-naphthyridin-3-yl)methyl)pyrrolidin-3-ol ClC1=C(C=CC=C1B1OC(C(O1)(C)C)(C)C)NC=1N=CC=C2C=C(C=NC12)CN1C[C@@H](CC1)O